tert-Butyl 4-(1-(2-bromo-4-fluorophenyl)-2-methyl-1H-pyrrolo[2,3-c]-pyridine-3-carbonyl)piperidine-1-carboxylate BrC1=C(C=CC(=C1)F)N1C(=C(C=2C1=CN=CC2)C(=O)C2CCN(CC2)C(=O)OC(C)(C)C)C